(R)-N-((2-(6-(7-hydroxy-5-azaspiro[2.4]heptan-5-yl)pyridin-2-yl)-1,6-naphthyridin-7-yl)methyl)-4-methyl-3-(methylsulfonyl)benzamide O[C@H]1CN(CC12CC2)C2=CC=CC(=N2)C2=NC1=CC(=NC=C1C=C2)CNC(C2=CC(=C(C=C2)C)S(=O)(=O)C)=O